C(C)(=O)C1=CC(=C(C=C1)CC(=O)OCC)OCC=1C=C(C2=C(C=C(O2)F)C1)C1=C(C(=CC=C1)CN)F ethyl 2-(4-acetyl-2-((7-(3-(aminomethyl)-2-fluorophenyl)-2-fluorobenzofuran-5-yl)methoxy)phenyl)acetate